6-Cyanopurine C(#N)C1=C2NC=NC2=NC=N1